C(=O)(C=C)N1CCC(CC1)N1CC(=C2N1C=C(C=C2)C=2C=NN(C2)C)C#N 1-(1-Acrylpiperidin-4-yl)-6-(1-methyl-1H-pyrazol-4-yl)pyrazolo[1,5-a]pyridine-3-carbonitrile